C1N(CC2=C1CNC2)S(=O)(=O)C2=CC1=C(OCCN1C(C)=O)C=C2 1-(6-((3,4,5,6-tetrahydropyrrolo[3,4-c]pyrrol-2(1H)-yl)sulfonyl)-2,3-dihydro-4H-benzo[b][1,4]oxazin-4-yl)ethan-1-one